(2R)-2-(1-Chlorocyclopropyl)-4-[(1R)-2,2-dichlorocyclopropyl]-1-(1H-1,2,4-triazol-1-yl)butan-2-ol ClC1(CC1)[C@](CN1N=CN=C1)(CC[C@H]1C(C1)(Cl)Cl)O